(S)-5-chloro-2-fluoro-4-((1-(2-fluorophenyl)ethyl)amino)-N-(6-fluoropyridin-2-yl)benzenesulfonamide ClC=1C(=CC(=C(C1)S(=O)(=O)NC1=NC(=CC=C1)F)F)N[C@@H](C)C1=C(C=CC=C1)F